C(C=C)(=O)OC(CCCCC)CC ethylhexyl prop-2-enoate